2-[(6-methylpyridin-2-yl)carbamoyl]-5-(prop-2-yl)benzoic acid CC1=CC=CC(=N1)NC(=O)C1=C(C(=O)O)C=C(C=C1)C(C)C